CC1=CC=C(C=C1)S(=O)(=O)C1(N)C(C=CC=C1)C1=CC=CC=C1 1-(4-toluenesulfonyl)-2-phenylaniline